O[C@H](C)C1=CC=C(N=N1)OC1=CC=C(C=C1)C(CC)(CC)C1=CC=C(OC2CC(C2)NC(OC(C)(C)C)=O)C=C1 tert-butyl ((1r,3r)-3-(4-(3-(4-((6-(1-hydroxylethyl)pyridazine-3-yl)oxy)phenyl)pentan-3-yl) phenoxy)cyclobutyl)carbamate